6-(3,5-difluoroanilino)-N-(1-methyl-1-phenyl-ethyl)-[1,3]dioxolo[4,5-c]pyridine-4-carboxamide FC=1C=C(NC2=CC3=C(C(=N2)C(=O)NC(C)(C2=CC=CC=C2)C)OCO3)C=C(C1)F